2-mercaptoethylamin-HCl Cl.SCCN